(S)-2-benzyl-4,4,4-trifluoro-N-(8-fluoro-2-methyl-3-quinolinyl)-2-methyl-butyramide C(C1=CC=CC=C1)[C@](C(=O)NC=1C(=NC2=C(C=CC=C2C1)F)C)(CC(F)(F)F)C